BrC1=CC=C(C=C1)C1=CC=CC2=CC=CC=C12 1-bromo-4-(1-naphthyl)benzene